C(C1=CC=CC=C1)N1CC2=CC(=CC=C2C(C1)O)Cl 2-benzyl-7-chloro-1,2,3,4-Tetrahydroisoquinolin-4-ol